[Na+].[Na+].C(C)(=O)N[C@H]1C[C@H](NC1)C(=O)N1CC(C1)OC1=C(C=2O[B-](CCC2C=C1)(O)O)C(=O)O.C(C)(=O)N[C@H]1C[C@H](NC1)C(=O)N1CC(C1)OC1=C(C=2O[B-](CCC2C=C1)(O)O)C(=O)O 8-({1-[(4S)-4-acetamido-L-prolyl]azetidin-3-yl}oxy)-4,4-dihydroxy-5-oxa-4-boranuidabicyclo[4.4.0]deca-1(6),7,9-triene-7-carboxylic acid disodium salt